ClC1=C(C=CC=C1C1C(NC(CC1)=O)=O)C1=CC=C(C=C1)N1C(C(=CC=C1)C(F)(F)F)=O 3-(2-chloro-4'-(2-oxo-3-(trifluoromethyl)pyridin-1(2H)-yl)-[1,1'-biphenyl]-3-yl)piperidine-2,6-dione